F[C@@H]1[C@@H](C1)C(=O)NC=1N=C2N(C=C(C=C2)C2=C3CC(NC3=CC=C2C)=O)C1 (1S,2S)-2-fluoro-N-(6-(5-methyl-2-oxoindolin-4-yl)imidazo[1,2-a]pyridin-2-yl)cyclopropane-1-carboxamide